3-(3-Cyano-6-(2-hydroxy-2-methylpropyloxy)pyrazolo[1,5-a]pyridin-4-yl)-2,5-dihydro-1H-pyrrole-1-carboxylic acid tert-butyl ester C(C)(C)(C)OC(=O)N1CC(=CC1)C=1C=2N(C=C(C1)OCC(C)(C)O)N=CC2C#N